spiro[cyclopropane-1,6'-thieno[2,3-c]pyrrole]-4'-one S1C=CC2=C1C1(NC2=O)CC1